BrC=1C=CC2=C(C=3C(=NC=C(C3)Cl)S2)C1 6-bromo-3-chlorobenzo[4,5]thieno[2,3-b]pyridine